N-Cyclobutyl-2-((3-(2,6-dioxopiperidin-3-yl)-1-methyl-1H-indazol-6-yl)oxy)-acetamide C1(CCC1)NC(COC1=CC=C2C(=NN(C2=C1)C)C1C(NC(CC1)=O)=O)=O